1-(3,5-dichlorophenyl)-N-[[2-[ethyl(methyl)amino]pyridin-4-yl]methyl]-3-methyl-5-oxopyrrolidine-3-carboxamid ClC=1C=C(C=C(C1)Cl)N1CC(CC1=O)(C(=O)NCC1=CC(=NC=C1)N(C)CC)C